(1r,4r)-4-[[[1-(2-fluoroethyl)-4-[[4-(trifluoromethyl)-phenyl]methyl]-pyrrolo[2,3-b]pyridine-3-carbonyl]amino]methyl]cyclohexanecarboxylic acid FCCN1C=C(C=2C1=NC=CC2CC2=CC=C(C=C2)C(F)(F)F)C(=O)NCC2CCC(CC2)C(=O)O